C(C)(C)(C)OC(=O)N1CCC=CC1 1,2,3,6-tetrahydroPyridine-1-carboxylic acid tert-butyl ester